CCC(CCCCCCCCCCCCC(=O)O)O The molecule is a hydroxy fatty acid that is palmitic (hexadecanoic) acid carrying a single hydroxy substituent at position 14. It is a hydroxy fatty acid and a long-chain fatty acid. It derives from a hexadecanoic acid. It is a conjugate acid of a 14-hydroxypalmitate.